C1(=CC(=CC=C1)C[C@@H]1N(CC[C@@H]1NS(=O)(=O)COC)C(=O)OC(C)(C)C)C1=CC=CC=C1 Tert-Butyl (2S,3S)-2-(biphenyl-3-ylmethyl)-3-(((methoxymethyl) sulfonyl)amino)pyrrolidine-1-carboxylate